C(CN1C(C(NC(C1)(C)C)(C)C)=O)N1C(C(NC(C1)(C)C)(C)C)=O (1,2-ethanediyl)-bis(3,3,5,5-tetramethyl-piperazinone)